NC1=NC=CC=C1C1=NC=2C(=NC(=CC2)C2=C(C=CC=C2)Cl)N1C1=CC=C(CN2CCN(CC2)C(=O)OC(C)(C)C)C=C1 tert-butyl 4-(4-(2-(2-aminopyridin-3-yl)-5-(2-chlorophenyl)-3H-imidazo[4,5-b]pyridin-3-yl)benzyl)piperazine-1-carboxylate